C(C)(C)N(CCC1=CNC2=CC3=C(C=C12)OCO3)C(C)C N,N-diisopropyl-5,6-methylenedioxy-tryptamine